3-(2-oxoindolin-5-yl)benzamide O=C1NC2=CC=C(C=C2C1)C=1C=C(C(=O)N)C=CC1